ClC=1C=2N(C=CC1)C=C(N2)C=O 8-CHLORO-IMIDAZO[1,2-A]PYRIDIN-2-CARBALDEHYDE